BrC1=CC(=C(C=C1)CN)F (4-Bromo-2-fluoro-phenyl)methylamine